ethyl 2-(4-bromo-2-fluorophenyl)-2-((6-chloro-3-nitropyridin-2-yl)oxy)acetate BrC1=CC(=C(C=C1)C(C(=O)OCC)OC1=NC(=CC=C1[N+](=O)[O-])Cl)F